((2S,4R,5R)-4-acetoxy-5-(2-amino-8-oxo-7-(2,2,2-trifluoroethyl)-7,8-dihydro-9H-purin-9-yl)tetrahydrofuran-2-yl)methylacetat C(C)(=O)O[C@@H]1C[C@H](O[C@H]1N1C2=NC(=NC=C2N(C1=O)CC(F)(F)F)N)COC(C)=O